phenyl-hypophosphoric acid C1(=CC=CC=C1)OP(=O)(O)P(=O)(O)O